N-(pyrimidin-5-ylmethyl)benzamide N1=CN=CC(=C1)CNC(C1=CC=CC=C1)=O